[N+](=O)([O-])C=1C=C(C=CC1)CC#N 2-(3-nitrophenyl)acetonitrile